FC1(CC[C@@H](N(C1)CC1=CC(=NC=C1C)NC1=NC=CC(=C1)OC(F)(F)F)CNC(C)=O)F (R)-N-((5,5-Difluoro-1-(5-methyl-2-((4-(trifluoromethoxy)pyridin-2-yl)amino)isonicotinyl)piperidin-2-yl)methyl)acetamide